(E)-2-(3,4-dimethoxybenzylidene)-1-(2-hydroxy-4,6-dimethoxyphenyl)pentane-1-one COC=1C=C(\C=C(\C(=O)C2=C(C=C(C=C2OC)OC)O)/CCC)C=CC1OC